C1(CC1)C(=O)N1CCCC2=CC(=CC=C12)B1OC(C(O1)(C)C)(C)C Cyclopropyl-(6-(4,4,5,5-tetramethyl-1,3,2-dioxaborolan-2-yl)-3,4-dihydroquinolin-1(2H)-yl)methanone